1,2,3,4,5-pentafluorophenyl-6-(4-methoxybenzyl)benzene FC1(C(C(=C(C(=C1)F)F)F)F)C1=CC=CC=C1CC1=CC=C(C=C1)OC